F[Sb-](F)(F)(F)(F)F.C(C)N1C=[N+](C=C1)C 1-Ethyl-3-methylimidazolium hexafluoroantimonat